C1(CC1)C1=CC(=NN1)C1=NC(=NO1)C1(CC1)C1=C(C=CC=C1)C 5-(5-cyclopropyl-1H-pyrazol-3-yl)-3-(1-(o-tolyl)cyclopropyl)-1,2,4-oxadiazole